C(C)(C)(C)C=1C=C(C2=C(N=[13C](O2)CCCCCCCCCCCCCCC)C1)C(C)(C)C 5,7-di-tert-butyl-2-pentadecyl-benzoxazole-13C